FC1=NC=CC(=C1)C(C(=O)N)C1=NC=CC(=C1)C(F)(F)F 2-(2-fluoropyridin-4-yl)-2-(4-(trifluoromethyl)pyridin-2-yl)acetamide